2-(4-acetylphenyl)-10-(isopropylamino)-7,7-dimethyl-5,12b-dihydro-1H,7H-chromeno[4,3-c][1,2,4]triazolo[1,2-a]pyridazine-1,3(2H)-dione C(C)(=O)C1=CC=C(C=C1)N1C(N2N(CC=C3C2C=2C=CC(=CC2OC3(C)C)NC(C)C)C1=O)=O